2-[(3,3-difluorocyclobutylidene)methyl]-4,4,5,5-tetramethyl-1,3,2-dioxaborolane FC1(CC(C1)=CB1OC(C(O1)(C)C)(C)C)F